4,6-bis-(2,4-dimethylphenyl)-2-(2-hydroxy-4-(3-dodecyloxy-2-hydroxypropoxy)phenyl)-s-triazine CC1=C(C=CC(=C1)C)C1=NC(=NC(=N1)C1=C(C=C(C=C1)C)C)C1=C(C=C(C=C1)OCC(COCCCCCCCCCCCC)O)O